tert-butyl(1-(7-(3-(dimethylcarbamoyl)-1-(tetrahydro-2H-pyran-2-yl)-1H-pyrazol-5-yl)quinolin-5-yl)cyclopropyl)carbamate C(C)(C)(C)OC(NC1(CC1)C1=C2C=CC=NC2=CC(=C1)C1=CC(=NN1C1OCCCC1)C(N(C)C)=O)=O